4-(4-fluorophenyl)-5-(4-(4-isopropylpiperazin-1-yl)phenyl)-2,3-dihydrobenzo[b]oxepin-8-ol FC1=CC=C(C=C1)C1=C(C2=C(OCC1)C=C(C=C2)O)C2=CC=C(C=C2)N2CCN(CC2)C(C)C